6-chloro-N-(2,4-difluoro-3-(7-fluoro-2-((1-(2-methoxyethyl)piperidin-4-yl)amino)quinazolin-6-yl)phenyl)-1-hydroxy-2,3-dihydro-1H-indene-4-sulfonamide ClC=1C=C(C=2CCC(C2C1)O)S(=O)(=O)NC1=C(C(=C(C=C1)F)C=1C=C2C=NC(=NC2=CC1F)NC1CCN(CC1)CCOC)F